C(C)(=O)ON=C(C)C1=CC=C(C=C1)N1C2=CC=CC=C2C=2C=C(C=CC12)[N+](=O)[O-] 1-(4-(3-nitro-9H-carbazol-9-yl)phenyl)ethanone O-acetyl oxime